(1-(difluoromethyl)-1H-pyrazol-3-yl)methanol tert-butyl-(R)-(1-(5-bromobenzo[d]oxazol-2-yl)pyrrolidin-3-yl)carbamate C(C)(C)(C)N(C(=O)OCC1=NN(C=C1)C(F)F)[C@H]1CN(CC1)C=1OC2=C(N1)C=C(C=C2)Br